ClC=1C(=NC(=NC1)NC1CC(CC1)=O)C1=CC=C2CN(C(C2=C1)=O)CC(N1CC2=CC=CC=C2CC1)=O 6-{5-chloro-2-[(oxocyclopent-3-yl)amino]pyrimidin-4-yl}-2-[2-oxo-2-(1,2,3,4-tetrahydroisoquinolin-2-yl)ethyl]-2,3-dihydro-1H-isoindol-1-one